C(C)OC(=O)C=1N=C(SC1N=C(C1=CC=CC=C1)C1=CC=CC=C1)C ((diphenylmethylene)amino)-2-methylthiazole-4-carboxylic acid ethyl ester